5'-((1S,4S)-2,5-diazabicyclo[2.2.1]heptane-2-carbonyl)-4''-methyl-[1,1':2',1''-terphenyl]-4-carbonitrile [C@@H]12N(C[C@@H](NC1)C2)C(=O)C2=CC=C(C(=C2)C2=CC=C(C=C2)C#N)C2=CC=C(C=C2)C